ClC=1C=CC(=NC1)CC1CCC2(CN(C2)C(=O)N2CC3(C2)CC(C3)C3=NN=C(N3)C3(CC3)O)CC1 [7-[(5-chloro-2-pyridyl)methyl]-2-azaspiro[3.5]nonan-2-yl]-[6-[5-(1-hydroxycyclopropyl)-4H-1,2,4-triazol-3-yl]-2-azaspiro[3.3]heptan-2-yl]methanone